(R)-4-((5-(4-(3-((2,5,7-trimethyl-[1,2,4]triazolo[1,5-a]pyrimidin-6-yl)methyl)pyrrolidin-1-yl)phenyl)pyrazin-2-yl)methyl)morpholine CC1=NN2C(N=C(C(=C2C)C[C@H]2CN(CC2)C2=CC=C(C=C2)C=2N=CC(=NC2)CN2CCOCC2)C)=N1